(R)-4-(7-bromo-2-chloro-5,8-difluoroquinazolin-4-yl)-3-(((tert-butyldimethylsilyl)oxy)methyl)piperazine-1-carboxylic acid tert-butyl ester C(C)(C)(C)OC(=O)N1C[C@@H](N(CC1)C1=NC(=NC2=C(C(=CC(=C12)F)Br)F)Cl)CO[Si](C)(C)C(C)(C)C